P(=O)(OC[N+]1=C(C(=CC=C1)C1=CC(=NO1)CC=1C=NC(=CC1)OC1=CC=C(C=C1)F)N)(O)[O-] (2-amino-3-(3-((6-(4-fluorophenoxy)pyridin-3-yl)methyl)isoxazol-5-yl)pyridin-1-ium-1-yl)methyl hydrogen phosphate